FC(C=1C=NN(C1)CC1CC2(CNC2)C1)(F)F 6-[[4-(Trifluoromethyl)pyrazol-1-yl]methyl]-2-azaspiro[3.3]heptane